4-(1-fluorocyclopropyl)butan-1-ol ethyl-2-(3,5-dichloro-4-(4-hydroxy-3-isopropylbenzyl)phenoxy)-2-fluoroacetate C(C)C(C(=O)OCCCCC1(CC1)F)(F)OC1=CC(=C(C(=C1)Cl)CC1=CC(=C(C=C1)O)C(C)C)Cl